ClCC(=O)N1CCN(CCC1)C(=O)OC methyl 4-(2-chloroacetyl)-1,4-diazepan-1-carboxylate